3-methyl-4-[4-(trifluoromethoxy)anilino]piperidine-1-carboxylic acid tert-butyl ester C(C)(C)(C)OC(=O)N1CC(C(CC1)NC1=CC=C(C=C1)OC(F)(F)F)C